(S)-2-amino-4-[(naphthalen-1-ylmethyl)-carbamoyl]-butyric acid N[C@H](C(=O)O)CCC(NCC1=CC=CC2=CC=CC=C12)=O